3-((3,6-dibromo-2-chlorophenylmethyl)amino)piperidine-2,6-dione BrC=1C(=C(C(=CC1)Br)CNC1C(NC(CC1)=O)=O)Cl